C(C)(C)N1C(N(C(C(=C1)C(=O)NC1=CC=C(C=C1)NC1=CC=NC2=CN=C(C=C12)N1CCNCC1)=O)C1=CC=CC=C1)=O 1-isopropyl-2,4-dioxo-3-phenyl-N-[4-[(6-piperazin-1-yl-1,7-naphthyridin-4-yl)amino]phenyl]pyrimidine-5-carboxamide